N(=C=S)C1=CC=C(C#N)C=C1 4-isothiocyanatobenzonitrile